FC(N1C(=NC=C1)CCO)F 2-(1-(difluoromethyl)-1H-imidazol-2-yl)ethan-1-ol